FC=1C=C(C=NC1N1CCN(CC1)CC(F)(F)F)C1=CC(=NO1)C(=O)O 5-[5-Fluoro-6-[4-(2,2,2-trifluoroethyl)piperazin-1-yl]pyridin-3-yl]-1,2-oxazole-3-carboxylic acid